COC(C1CCN(CC1)C1=C(C2=C(N(C(N2C)=O)COCC[Si](C)(C)C)C=C1)F)OC 5-[4-(dimethoxymethyl)-1-piperidyl]-4-fluoro-3-methyl-1-(2-trimethylsilylethoxymethyl)benzimidazol-2-one